2-methyl-3-methyldithiofuran CC1=C(C=CO1)SSC